C(CCC)N1C=2C(C(=C(C1=O)C(=O)NC(C)(C)C)O)=NN(C2)CC 4-(1-butyl)-N-(tert-butyl)-4,5-dihydro-2-ethyl-7-hydroxy-5-oxo-2H-pyrazolo[4,3-b]pyridin-6-carboxamide